N-((2-(Difluoromethyl)benzofuran-3-yl)(phenyl)methylene)acetamide FC(C=1OC2=C(C1C(=NC(C)=O)C1=CC=CC=C1)C=CC=C2)F